N[C@H](C(=O)O)CC=1C=NC(=CC1)OC1CCNCC1 (S)-2-amino-3-(6-(piperidin-4-yloxy)pyridin-3-yl)propanoic acid